CN(C1=CC=NC2=C(C(=CC=C12)[N+](=O)[O-])O)C 4-(dimethylamino)-7-nitroquinolin-8-ol